N-(6-methyl-2-propylbenzo[b]thiophen-3-yl)-2-oxo-6-(trifluoromethyl)-1,2-dihydropyridine-3-carboxamide CC=1C=CC2=C(SC(=C2NC(=O)C=2C(NC(=CC2)C(F)(F)F)=O)CCC)C1